OC(C[N+](C)(C)CC(C)O)C bis(2-hydroxypropyl)-dimethylammonium